3,5,7-trimethyl-2-(methylsulfonyl)-2H-pyrazolo[3,4-d]pyrimidine-4,6(5H,7H)-dione CC=1N(N=C2N(C(N(C(C21)=O)C)=O)C)S(=O)(=O)C